6-(4-hydroxy-3,5-dimethylphenoxy)benzo[d]thiazole-2-carbonitrile OC1=C(C=C(OC2=CC3=C(N=C(S3)C#N)C=C2)C=C1C)C